(S,E)-1-Hydroxy-5-(3-(phenylsulfonamido)phenyl)pent-4-en-2-yl benzoate C(C1=CC=CC=C1)(=O)O[C@H](CO)C\C=C\C1=CC(=CC=C1)NS(=O)(=O)C1=CC=CC=C1